N-((S)-1-oxo-1-((4-(5-thioxo-4,5-dihydro-1,2,4-oxadiazol-3-yl)benzyl)amino)propan-2-yl)-4-phenylpiperidine-2-carboxamide trifluoroacetate salt FC(C(=O)O)(F)F.O=C([C@H](C)NC(=O)C1NCCC(C1)C1=CC=CC=C1)NCC1=CC=C(C=C1)C1=NOC(N1)=S